N-(2-(2-(4-(3,4-dimethoxybenzyloxy)phenoxy)ethoxy)ethyl)cyclopentylamine COC=1C=C(COC2=CC=C(OCCOCCNC3CCCC3)C=C2)C=CC1OC